2-(2,6-dioxopiperidin-3-yl)-5-((6-oxo-6-(4-(4-(8-(piperidin-4-yl)quinoxalin-2-yl)-1H-pyrazol-1-yl)piperidin-1-yl)hexyl)amino)isoindoline-1,3-dione O=C1NC(CCC1N1C(C2=CC=C(C=C2C1=O)NCCCCCC(N1CCC(CC1)N1N=CC(=C1)C1=NC2=C(C=CC=C2N=C1)C1CCNCC1)=O)=O)=O